C(C)N1N(C(=C(C1C(=O)OC(C)C=1N(C=C(N1)Br)C)Cl)C)C1=CC(=CC=C1)C(N(C)C1=CC2=C(OCO2)C=C1)=O (4-bromo-1-methyl-1H-imidazol-2-yl)ethanol ethyl-1-[3-[1,3-benzodioxol-5-yl(methyl)carbamoyl]phenyl]-4-chloro-5-methyl-pyrazole-3-carboxylate